C1(=CC=CC=C1)[SiH](C1CCCCC1)C1=CC=CC=C1 diphenyl-(cyclohexyl)silane